Ethyl (S)-3-(3',4'-Difluorobiphenyl-3-yl)-3-(3-(4-hydroxy-1,5-dimethyl-2-oxo-1,2-dihydropyridin-3-yl)ureido)propanoat FC=1C=C(C=CC1F)C1=CC(=CC=C1)[C@H](CC(=O)OCC)NC(=O)NC=1C(N(C=C(C1O)C)C)=O